FC(C=1C=C(C=CC1OC1=C2C(=NC=C1)NC=C2)N2C(N(CC2=O)C2=CC(=CC=C2)C(F)(F)F)=O)F 3-[3-(difluoromethyl)-4-(1H-pyrrolo[2,3-b]pyridin-4-yloxy)phenyl]-1-[3-(trifluoromethyl)phenyl]-2,4-imidazolidinedione